OC(C(C)=O)C1=CC(=CC=C1)O 1-hydroxy-1-(3-hydroxyphenyl)propan-2-one